(5S,7R,8R,9S,10S)-8-hydroxy-7-(hydroxymethyl)-9-(4-(3,4,5-trifluorophenyl)-1H-1,2,3-triazol-1-yl)-1,6-dioxaspiro[4.5]decan-10-yl nicotinate C(C1=CN=CC=C1)(=O)O[C@H]1[C@H]([C@H]([C@H](O[C@@]12CCCO2)CO)O)N2N=NC(=C2)C2=CC(=C(C(=C2)F)F)F